C(C)(C)(C)NC1=NC=2N(C(=N1)C=1OC=CC1)N=CC2CC2=CC(=CC=C2)F N-(tert-butyl)-8-(3-fluorobenzyl)-4-(furan-2-yl)pyrazolo[1,5-a][1,3,5]triazin-2-amine